NC1=C(C=C(N=N1)C1=C(C=CC=C1)O)N1CC2CCC(C1)N2C=2C=NC(=CC2)OCC2CCNCC2 2-(6-amino-5-(8-(6-(piperidin-4-ylmethoxy)pyridin-3-yl)-3,8-diazabicyclo-[3.2.1]octan-3-yl)pyridazin-3-yl)phenol